C(=O)C=1C=NN2C1N(C(C1=C2CN(C(C1)C)C(=O)OC(C)(C)C)=O)C1=CC=C(C=C1)C(NC)=O tert-butyl 3-formyl-7-methyl-4-(4-(methylcarbamoyl)phenyl)-5-oxo-5,6,7,9-tetrahydropyrazolo[1,5-a]pyrido[4,3-e]pyrimidine-8(4H)-carboxylate